N-((3R,4S)-3-hydroxytetrahydro-2H-pyran-4-yl)-6-(4-(1-methyl-1H-pyrazol-4-yl)benzyl)-5-oxo-5,6-dihydro-1,6-naphthyridine-8-carboxamide O[C@H]1COCC[C@@H]1NC(=O)C1=CN(C(C=2C=CC=NC12)=O)CC1=CC=C(C=C1)C=1C=NN(C1)C